6-(4-methoxyphenyl)-2,2'-bipyridine platinum (II) chloride [Pt](Cl)Cl.COC1=CC=C(C=C1)C1=CC=CC(=N1)C1=NC=CC=C1